C1=C(C=CC2=CC=CC=C12)N1N=C(CC1=O)C 1-(2-naphthyl)-3-methyl-5-pyrazolone